COC(=O)C1CCC(CC1)O methyl (1r,4r)-4-hydroxycyclohexane-1-carboxylate